C1(CC1)CNC1=C2C(=NC=3C=C(C(=CC13)OC)OC1=CC=NC=C1)CCC2 N-(cyclopropylmethyl)-7-methoxy-6-(pyridin-4-yloxy)-1H,2H,3H-cyclopenta[b]quinolin-9-amine